OC(C1CN(C1)C(=O)OC(C)(C)C)C=1N=NC(=C(C1)C)C1=C(C=C(C=C1)C(F)(F)F)OC tert-Butyl 3-(hydroxy(6-(2-methoxy-4-(trifluoromethyl)phenyl)-5-methylpyridazin-3-yl)methyl)azetidine-1-carboxylate